C(CCCCC(C)C)OC(CCC1=CC(=C(C(=C1)C(C)(C)C)O)C(C)(C)C)=O 4-hydroxy-3,5-di-tert-butyl-benzenepropionic acid isooctyl ester